2-(2,6-Difluorophenyl)-N-(methylaminothiocarbonyl)-2-(4-(trifluoromethyl)pyridin-2-yl)acetamide FC1=C(C(=CC=C1)F)C(C(=O)NC(=S)NC)C1=NC=CC(=C1)C(F)(F)F